C(C)(C)(C)OC(=O)NC(NC(OC(C)(C)C)=O)=N[C@@H]1C[C@H](CCC1)CNC1=NN(C(=C1)C1=CC(=C(C=C1)C#N)F)C1=CC=C(C=C1)N1CCN(CC1)C Tert-butyl N-{[(tert-butoxycarbonyl)amino]({[(1S,3S)-3-({[5-(4-cyano-3-fluorophenyl)-1-[4-(4-methylpiperazin-1-yl)phenyl]pyrazol-3-yl]amino}methyl)cyclohexyl]imino})methyl}carbamate